[Pd+2].[Cl-].[Cl-].C1(=CC=CC=C1)P(C1=CC=CC=C1)C1=CC=CC=C1.C1(=CC=CC=C1)P(C1=CC=CC=C1)C1=CC=CC=C1 ditriphenylphosphine dichloride palladium